C(C)OC([C@@H](N(CC(C)C)C(=O)OCC)CC1=CC=CC=C1)=O N-(ethoxycarbonyl)-N-isobutylphenylalanine ethyl ester